COCCOC=1C=C(C=CC1)C#CC1=CC=C(C=C1)C1=CC(=NO1)CN1C(=NC=C1)[C@H](C)O (S)-1-(1-((5-(4-((3-(2-methoxyethoxy)phenyl)ethynyl)phenyl)isoxazol-3-yl)methyl)-1H-imidazol-2-yl)ethan-1-ol